C(C)(C)(C)OC(=O)N1CC(CC=C1C1=CC(=C(C=C1)F)C#N)C.N(=[N+]=[N-])C1=NC(=NC(=C1)C=1SC=CC1)SC 4-azido-2-(methylthio)-6-(thiophen-2-yl)pyrimidine tert-butyl-6-(3-cyano-4-fluoro-phenyl)-3-methyl-3,4-dihydro-2H-pyridine-1-carboxylate